NC=1C2=C(N=CN1)N(C=C2)[C@@H]2O[C@@H](CC2)[C@@H]2OCCC1=C2SC(=C1)Cl (2R,3R,4S,5S)-2-(4-aminopyrrolo[2,3-d]pyrimidin-7-yl)-5-[(7S)-2-chloro-5,7-dihydro-4H-thieno[2,3-c]pyran-7-yl]tetrahydrofuran